FC1=C(OC2=NC=C(C=C2)NN)C(=CC=C1)F 2-(2,6-difluorophenoxy)-5-hydrazinopyridine